C(CCCCC)C(C(=O)OCCCCCC(C(=O)NCCCCCCCC\C=C/CCCCCCCC)OC(CCCN(C)C)=O)CCCCCCCC (Z)-6-((4-(dimethylamino) butanoyl) oxy)-7-(octadec-9-en-1-ylamino)-7-oxoheptyl 2-hexyldecanoate